FC1(CCN(CC1)C(=O)OC(C)(C)C)C1=CC=2N(C=C1OC)N=CC2I tert-butyl 4-fluoro-4-(3-iodo-6-methoxypyrazolo[1,5-a]pyridin-5-yl)piperidine-1-carboxylate